NC1=CC(=C(C=C1OC)N1CCC(CC1)CN1CCN(CC1)C(=O)OC(C)(C)C)CC tert-butyl 4-((1-(4-amino-2-ethyl-5-methoxyphenyl)piperidin-4-yl)methyl)piperazine-1-carboxylate